C[Si](CC(C(=O)O)(C1=CC=C(C=C1)SC)C)(C1=CC=CC=C1)C 3-(dimethyl-(phenyl)silyl)-2-methyl-2-(4-(methylthio)phenyl)propionic acid